C(C)OC=1C=C(C=CC1C1=NN=NN1)C1=CC(=NC=N1)NCCC=1C2=C(SC1C)C(=CC(=C2)F)C {6-[3-Ethoxy-4-(1H-tetrazol-5-yl)-phenyl]-pyrimidin-4-yl}-[2-(5-fluoro-2,7-dimethyl-benzo[b]thiophen-3-yl)-ethyl]-amin